OO oxyl alcohol